1-(3-fluoro-4-methoxyphenyl)cyclohexan-1-ol FC=1C=C(C=CC1OC)C1(CCCCC1)O